C(C)(C)(C)OC(=O)N1C2=C(O[C@@H](C1)COC(=O)OC(C)(C)C)C=CC(=C2)Cl (S)-2-(((tert-butoxycarbonyl)oxy)methyl)-6-chloro-2H-benzo[b][1,4]oxazine-4(3H)-carboxylic acid tert-butyl ester